3-(3-phenyl-1-tolyl-1H-pyrrolo[2,3-b]pyridin-5-yl)benzamide methyl-2,2-dimethyl-5-[6-oxo-5-(trifluoromethyl)-1-(2-trimethylsilylethoxymethyl)pyridazin-3-yl]pentanoate COC(C(CCCC1=NN(C(C(=C1)C(F)(F)F)=O)COCC[Si](C)(C)C)(C)C)=O.C1(=CC=CC=C1)C1=CN(C2=NC=C(C=C21)C=2C=C(C(=O)N)C=CC2)C2=C(C=CC=C2)C